1-((6aS,10S,10aS)-7-(hydroxymethyl)-5-tosyl-5,6,6a,9,10,10a-hexahydrophenanthridin-10-yl)ethanone OCC=1[C@H]2CN(C=3C=CC=CC3[C@@H]2[C@H](CC1)C(C)=O)S(=O)(=O)C1=CC=C(C)C=C1